NC=1C(=NC(=C(N1)F)C1=CC(=C(C=C1)N1C[C@H](OCC1)C)CN(C)C)C=1C=C2CCNC(C2=C(C1)F)=O (R)-6-(3-amino-6-(3-((dimethylamino)methyl)-4-(2-methylmorpholino)phenyl)-5-fluoropyrazin-2-yl)-8-fluoro-3,4-dihydroisoquinolin-1(2H)-one